8-allyl-7-fluoro-4-(methoxymethyl)-1-methylquinolin-2(1H)-one C(C=C)C=1C(=CC=C2C(=CC(N(C12)C)=O)COC)F